N'-hydroxyoxazole-2-carboxamidine ON=C(N)C=1OC=CN1